C1(CC1)COC=1C=C(C(=NC1)NC([C@H](C)N1C[C@@H](C(CC1)(F)F)C1=CNC(C=C1)=O)=O)F (S)-N-(5-(cyclopropylmethoxy)-3-fluoropyridin-2-yl)-2-((S)-4,4-difluoro-3-(6-oxo-1,6-dihydropyridin-3-yl)piperidin-1-yl)propionamide